N-(2-propylpentyl)-bicyclo[2.2.1]Hept-5-ene-2,3-dicarboximide C(CC)C(CN1C(=O)C2C3C=CC(C2C1=O)C3)CCC